FC1=C(C(=C(C=C1OC)OC)F)OB(O)O 2,6-difluoro-3,5-dimethoxyphenyl-boric acid